CN1N(C(C(=C1C)N1C(SCC1=O)C1=CC=C(C=C1)C(F)(F)F)=O)C1=CC=CC=C1 3-(1,5-Dimethyl-3-oxo-2-phenyl-2,3-dihydro-1H-pyrazol-4-yl)-2-(4-(trifluoromethyl)phenyl)thiazolidin-4-one